5,6-dicarboxyindolecarboxylic acid C(=O)(O)C=1C=C2C=C(NC2=CC1C(=O)O)C(=O)O